tert-butyl (3R,4R)-4-hydroxy-3-methyl-piperidine-1-carboxylate O[C@H]1[C@@H](CN(CC1)C(=O)OC(C)(C)C)C